tert-butyl 4-[[4-[3-(2,6-dioxo-3-piperidyl)-1-methyl-indazol-6-yl]piperazin-1-yl]methyl]piperidine-1-carboxylate O=C1NC(CCC1C1=NN(C2=CC(=CC=C12)N1CCN(CC1)CC1CCN(CC1)C(=O)OC(C)(C)C)C)=O